OC(C(=O)N)(CCC1=C(C(C(=C(C1=O)C)C)=O)C)C 2-hydroxy-2-methyl-4-(2,4,5-trimethyl-3,6-dioxocyclohex-1,4-dienyl)butanamide